The molecule is a methoxyisoflavone that is isoflavone substituted by methoxy groups at positions 5 and 3', a 2R,3-dihydroxy-3-methylbutoxyl group at position 4' and a dimethylpyran ring fused across positions 6 and 7. Isolated from Antheroporum pierrei, it exhibits antineoplastic activity. It has a role as a metabolite, an antineoplastic agent and a plant metabolite. CC1(C=CC2=C(O1)C=C3C(=C2OC)C(=O)C(=CO3)C4=CC(=C(C=C4)OC[C@H](C(C)(C)O)O)OC)C